NC([C@H](CC)NC(C[C@@H](CCC)CCl)=O)=O (R)-N-((S)-1-amino-1-oxobutan-2-yl)-3-(chloromethyl)hexanamide